C(CCCCCCCCCCCCCCC)N1C(=C(C(C2=C(C=C(C=C12)OC)OCC1=CC=CC=C1)=O)OCC1=CC=CC=C1)C1=CC(=C(C=C1)OCC1=CC=CC=C1)OC N-hexadecyl-2-(3-methoxy-4-benzyloxyphenyl)-7-methoxy-3,5-dibenzyloxyquinolin-4-one